C(=O)(O)CCNC=1N=[N+](C2=C([N+]1[O-])C=CC(=C2)OC(F)(F)F)[O-] 3-((2-Carboxyethyl)amino)-7-(trifluoromethoxy)benzo[e][1,2,4]triazine-1,4-dioxide